N1(N=CN=C1)CC1=NC=C(C=N1)COC1=C(C=C(C=C1)NC=1C2=C(N=CN1)NC=C2C2CCN(CC2)C(C=C)=O)Cl 1-(4-(4-((4-((2-((1H-1,2,4-triazol-1-yl)methyl)pyrimidin-5-yl)methoxy)-3-chlorophenyl)amino)-7H-pyrrolo[2,3-d]pyrimidin-5-yl)piperidin-1-yl)prop-2-en-1-one